NCCC1=CC(=CC=2C3=CC(=CC=C3NC12)Cl)NC(C1=CC(=C(C=C1)Cl)Cl)=N N-(1-(2-aminoethyl)-6-chloro-9H-carbazol-3-yl)-3,4-dichlorobenzimidamide